C(CCCC(=O)[O-])(=O)OC O-methyl glutarate